NC=1C=CC(=NC1)N1N=C(C(=C1)C1=CN=C(N1C)C(=O)NC1=CC(=C(C=C1)C(=O)N1CC(NCC1)(C)C)Cl)C(F)(F)F 5-[1-(5-amino-2-pyridyl)-3-(trifluoromethyl)pyrazol-4-yl]-N-[3-chloro-4-(3,3-dimethylpiperazine-1-carbonyl)phenyl]-1-methyl-imidazole-2-carboxamide